C(C)(=O)O[C@@H]1[C@H](O[C@@H]([C@H]([C@@H]1OC(C)=O)OC(C)=O)COC(C)=O)N=[N+]=[N-] 2,3,4,6-tetra-O-acetyl-alpha-D-mannopyranosyl azide